C(C)(C)(C)N=CC(C(C)C)C 1-(tert-butylimino)-2,3-dimethylbutan